Methyl ((4-chloro-3-nitrophenyl) sulfonyl)-L-phenylalaninate ClC1=C(C=C(C=C1)S(=O)(=O)N[C@@H](CC1=CC=CC=C1)C(=O)OC)[N+](=O)[O-]